S-methyl O-(spiro[3.3]heptan-2-ylmethyl) carbonodithioate C(OCC1CC2(C1)CCC2)(=S)SC